N-(4-(4-(4-(((2S,4R)-2-(2,4-dichlorophenyl)-2-methyl-1,3-dioxolan-4-yl)methoxy)phenyl)piperazin-1-yl)phenyl)-3-methoxybenzamide ClC1=C(C=CC(=C1)Cl)[C@]1(OC[C@H](O1)COC1=CC=C(C=C1)N1CCN(CC1)C1=CC=C(C=C1)NC(C1=CC(=CC=C1)OC)=O)C